N-{8-cyclopropoxy-2-methylimidazo[1,2-a]pyrazin-6-yl}-2-methyl-4-[(3R)-3-(methylamino)pyrrolidin-1-yl]indazole-7-carboxamide C1(CC1)OC=1C=2N(C=C(N1)NC(=O)C1=CC=C(C3=CN(N=C13)C)N1C[C@@H](CC1)NC)C=C(N2)C